2-methyl-5-[(6-methylpyridin-3-yl)methoxy]-2H-indazole-3-carboxamide CN1N=C2C=CC(=CC2=C1C(=O)N)OCC=1C=NC(=CC1)C